FC1=CC=C2C=C(C(=NC2=C1)C1=C(C=CC=C1)S(=O)(=O)C)[C@H](C)N (S)-1-[7-Fluoro-2-(2-methanesulfonyl-phenyl)-quinolin-3-yl]-ethylamine